aminocarboxylic acid NC(=O)O